C(C)(=O)O.C(#N)[BH3-].[Na+] sodium cyanoborohydride acetate